5-[4-(cyclopropylamino)-1-piperidyl]-N-(8-fluoro-7-methoxy-2-methyl-imidazo[1,2-a]pyridin-6-yl)cinnoline-8-carboxamide C1(CC1)NC1CCN(CC1)C1=C2C=CN=NC2=C(C=C1)C(=O)NC=1C(=C(C=2N(C1)C=C(N2)C)F)OC